(4-methoxyphenyl)isothiazol-5-amine COC1=CC=C(C=C1)C1=NSC(=C1)N